C(C)(C)(C)OC(=O)N1CCC(C2=CC=CC=C12)NC(=O)C=1C(=NC(=NC1)SC)N 4-[(4-amino-2-methylsulfanyl-pyrimidine-5-carbonyl)amino]-3,4-dihydro-2H-quinoline-1-carboxylic acid tert-butyl ester